FC1=C(C(=CC=2N(C=NC21)C)C(=O)OC)F methyl 4,5-difluoro-1-methyl-1H-benzimidazole-6-carboxylate